COC=1C(=C(C=CC1)C1=C(C(=CC=C1)OC)N)N 3,3'-dimethoxy-2,2'-diaminobiphenyl